C(C)(C)(C)C1N(CC=C(C1)C1=CC=CC2=C1OCC(N2)C2=C(C=C(C=C2)Cl)F)C(=O)O[C@@H](CN[C@@H](C)CCC)C2=CC(=CC=C2)F (R)-1-(3-fluorophenyl)-2-(((S)-pent-2-yl)amino)ethan-1-ol tert-butyl-4-(3-(4-chloro-2-fluorophenyl)-3,4-dihydro-2H-benzo[b][1,4]oxazin-8-yl)-3,6-dihydropyridine-1(2H)-carboxylate